7-((3-((4-methoxybenzyl)oxy)phenyl)(pyridin-4-yl)methoxy)chroman-4-one COC1=CC=C(COC=2C=C(C=CC2)C(OC2=CC=C3C(CCOC3=C2)=O)C2=CC=NC=C2)C=C1